C(C)OC1CN(C1)C(=O)C1=NN2C([C@@H](N=C(C3=C2C=CC(=C3Cl)Cl)C3=NC=CC=C3F)C)=N1 (3-ethoxyazetidin-1-yl)-[(4S)-7,8-dichloro-6-(3-fluoro-2-pyridyl)-4-methyl-4H-[1,2,4]triazolo[1,5-a][1,4]benzodiazepin-2-yl]methanone